5-(4-ethyl-1H-1,2,3-triazol-1-yl)-2-(4,4,5,5-tetramethyl-1,3,2-dioxaborolan-2-yl)phenol C(C)C=1N=NN(C1)C=1C=CC(=C(C1)O)B1OC(C(O1)(C)C)(C)C